[C@@H]1([C@H](O)[C@H](O)[C@@H](CO)O1)N1C(=S)NC(=O)C=C1 thio-uridine